(3S)-1-[(2R)-2-[[4-(2-chlorophenyl)-2-fluoro-7-quinolyl]oxy]propanoyl]piperidine-3-carboxylic acid ClC1=C(C=CC=C1)C1=CC(=NC2=CC(=CC=C12)O[C@@H](C(=O)N1C[C@H](CCC1)C(=O)O)C)F